5-Amino-1,2,3,4-tetrazole NC1=NN=NN1